C(C)C1=NC=CN=C1 2-Ethylpyrazine